C(C)(C)[C@]1(C(NC(N1)=O)=O)C1=CC=C(C=C1)C(=O)N1CCC(CC1)C=1OC2=C(N1)C=CC(=C2)C (R)-5-isopropyl-5-{4-[4-(6-methylbenzoxazol-2-yl)piperidine-1-carbonyl]phenyl}imidazolidine-2,4-dione